N-[5-(2-chlorophenyl)-1,3,4-thiadiazol-2-yl]-5-hydroxy-6-oxo-pyran-2-carboxamide ClC1=C(C=CC=C1)C1=NN=C(S1)NC(=O)C=1OC(C(=CC1)O)=O